OC=1C=C(C=CC1)C=1CCC=2C=CC(=CC2C1C1=CC=C(C=C1)N1CCN(CC1)C(C)C)O 7-(3-Hydroxyphenyl)-8-(4-(4-isopropylpiperazin-1-yl)phenyl)-5,6-dihydronaphthalen-2-ol